tert-butyl N-[5-[[2-[(2S,5R)-2-(1,3-benzothiazol-5-yl)-5-methyl-4-(2-methylpropanoyl)piperazin-1-yl]-2-oxo-acetyl]amino]-3-cyclopropyl-2-pyridyl]-N-tert-butoxycarbonyl-carbamate S1C=NC2=C1C=CC(=C2)[C@@H]2N(C[C@H](N(C2)C(C(C)C)=O)C)C(C(=O)NC=2C=C(C(=NC2)N(C(OC(C)(C)C)=O)C(=O)OC(C)(C)C)C2CC2)=O